lithium (tetraglyme) COCCOCCOCCOCCOC.[Li]